tert-butyl (1S,4S,5S)-4-((S)-but-3-en-2-yl)-1-fluoro-3,8-diazabicyclo[3.2.1]octane-8-carboxylate C[C@@H](C=C)[C@@H]1NC[C@]2(CC[C@@H]1N2C(=O)OC(C)(C)C)F